FC1=C(C=CC=C1C[C@@H]1N(CC([C@@H]1NS(=O)(=O)C)(F)F)C(=O)[C@@H]1OCC1)C1=CC(=CC=C1)F N-[(2S,3R)-2-[(2,3'-difluoro[1,1'-biphenyl]-3-yl)methyl]-4,4-difluoro-1-((2R)-oxetane-2-carbonyl)pyrrolidin-3-yl]methanesulfonamide